CC1(C(CC(O1)=O)CCC(C)=O)C 5,5-dimethyl-4-(3-oxobutyl)oxolan-2-one